6-(6-(((1r,4r)-4-aminocyclohexyl)(methyl)amino)pyridazin-3-yl)-5-hydroxy-2,5-dihydro-4H-pyrazolo[3,4-d]pyrimidin-4-one NC1CCC(CC1)N(C1=CC=C(N=N1)C=1N(C(C=2C(N1)=NNC2)=O)O)C